benzylidene-2-(4-(dimethylamino)styryl)oxazol-5(4H)-one C(C1=CC=CC=C1)=C1N=C(OC1=O)C=CC1=CC=C(C=C1)N(C)C